(R)-3-((5-(1-(1-fluoropropan-2-yl)-1H-benzo[d][1,2,3]triazol-6-yl)-4-methoxypyrrolo[2,1-f][1,2,4]triazin-2-yl)amino)-2,2-dimethylpropanenitrile FC[C@@H](C)N1N=NC2=C1C=C(C=C2)C=2C=CN1N=C(N=C(C12)OC)NCC(C#N)(C)C